ethyl (Z)-2-(1-amino-3-ethoxy-3-oxoprop-1-en-2-yl)-1-(4-bromobenzyl)-1H-pyrrole-3-carboxylate N\C=C(/C(=O)OCC)\C=1N(C=CC1C(=O)OCC)CC1=CC=C(C=C1)Br